1,1'-(decane-1,10-diyl)bis(3-bromo-4-methylpyridin-1-ium) dibromide [Br-].[Br-].C(CCCCCCCCC[N+]1=CC(=C(C=C1)C)Br)[N+]1=CC(=C(C=C1)C)Br